5-butoxycarbonylamino-3-(1-propylpiperidin-4-yl)-2-propyl-1H-indole C(CCC)OC(=O)NC=1C=C2C(=C(NC2=CC1)CCC)C1CCN(CC1)CCC